FC=1C=C(C2=C(CCO2)C1)C(C[C@](CNC1=C2C=CC(=NC2=CC=C1Cl)C)(C(F)(F)F)O)(C)C (S)-5-[4-(5-fluoro-2,3-dihydrobenzofuran-7-yl)-2-hydroxy-4-methyl-2-trifluoromethyl-pentylamino]-6-chloro-2-methylquinoline